FC(CCCCNC)(C=1C=C(C=C(C1)C(F)(F)F)C1=CC=CC=C1)F 5,5-difluoro-N-methyl-5-(5-(trifluoromethyl)-[1,1'-biphenyl]-3-yl)pentan-1-amine